COC1=CC=C(CN2N=C(C3=CC=CC=C23)C#N)C=C1 (4-methoxybenzyl)-1H-indazole-3-carbonitrile